NCCC=1C=CC(=NC1)C1=C(C=C(C#N)C=C1)OC1=CC(=NC(=C1)C)N(C)CCOC 4-[5-(2-aminoethyl)pyridin-2-yl]-3-[2-[2-methoxyethyl(methyl)amino]-6-methylpyridin-4-yl]oxybenzonitrile